[AsH2]N arsanylamine